ClC1=CC=CC=2C(COC21)=O 7-Chlorobenzofuran-3(2H)-one